4-[1-[2-[3-(difluoromethyl)-5-methyl-pyrazol-1-yl]acetyl]-4-piperidyl]-N-tetralin-1-yl-tetrahydrobenzoxazepine-2-carboxamide FC(C1=NN(C(=C1)C)CC(=O)N1CCC(CC1)C1CN(OC=2C(C1)CC=CC2)C(=O)NC2CCCC1=CC=CC=C21)F